C1(CCCCC1)C1CCN(CC1)C(=O)C1(CCCC1)NC1=CC=C(C#N)C=C1 4-((1-(4-(cyclohexyl)piperidine-1-carbonyl)cyclopentyl)amino)benzonitrile